N-(3-bromo-4-chlorophenyl)-3-oxo-3,5,6,7,8,9-hexahydro-2H-6,9-methano-cyclohepta[c]-pyridine-10-carboxamide BrC=1C=C(C=CC1Cl)NC(=O)C1C2CC=3C(=CNC(C3)=O)C1CC2